1,4-dichlorobenzene-d ClC1=C(C=C(C=C1)Cl)[2H]